FC(C1=C(C=CC=C1)C=1C=C2C=CC(=NC2=CC1)N1CCC(CC1)C(=O)OCC)(F)F ethyl 1-(6-(2-(trifluoromethyl)phenyl)quinolin-2-yl)piperidine-4-carboxylate